C(C)OC(NS(=O)(=O)C=1SC(=CC1C1=CC=C(C=C1)CN1C(=NC=C1)C)CC(C)C)=O (5-isobutyl-3-(4-((2-methyl-1H-imidazol-1-yl)methyl)phenyl)thiophen-2-yl)sulfonyl-carbamic acid ethyl ester